C([O-])([O-])=O.[Cu+2].[Ni+2].C([O-])([O-])=O Nickel copper carbonate